OC[C@@H]1N(C[C@H](N(C1)C(C)C=1C=C2N=CC=NC2=CC1)C)C=1C=2C(N(C(C1)=O)C)=CN(N2)CC#N (7-((2R,5R)-2-(hydroxymethyl)-5-methyl-4-(1-(quinoxalin-6-yl)ethyl)piperazin-1-yl)-4-methyl-5-oxo-4,5-dihydro-2H-pyrazolo[4,3-b]pyridin-2-yl)acetonitrile